[Ta].[Nb] niobium Tantalum